(5-(((1S,2S)-2-Aminocycloheptyl)oxy)-1-oxoisoindolin-2-yl)piperidine-2,6-dione N[C@@H]1[C@H](CCCCC1)OC=1C=C2CN(C(C2=CC1)=O)N1C(CCCC1=O)=O